FC=1C=C(CNC(=O)C=2OC=C(N2)C2=NC(=NC=C2C)NC2=CC=NN2C)C=C(C1)CF N-(3-fluoro-5-(fluoromethyl)benzyl)-4-(5-methyl-2-((1-methyl-1H-pyrazol-5-yl)amino)pyrimidin-4-yl)oxazole-2-carboxamide